C(C)(C)(C)OC(NC=1C(=C(C=C2C=C(N=CC12)NC(=O)C1C(C1C1=NN(C=C1)C1OCCCC1)C)C=1C=NC=CC1C)F)=O 7-fluoro-3-(2-methyl-3-(1-(tetrahydro-2H-pyran-2-yl)-1H-pyrazol-3-yl)cyclopropanecarboxamido)-6-(4-methylpyridin-3-yl)isoquinolin-8-ylcarbamic acid tert-butyl ester